[2H]C1=C(C(=C(C(=C1[2H])B(O)O)C([2H])([2H])[2H])[2H])[2H] 2-(TOLYL-D7)-BORONIC ACID